2,6-dichloro-p-benzoquinone C1=C(C(=O)C(=CC1=O)Cl)Cl